NC1=CC=2N(C(N(CC2C=N1)C1=C(C=CC=C1C)F)=O)[C@@H]1CN(CCCC1)C 7-amino-3-(2-fluoro-6-methyl-phenyl)-1-[(3S)-1-methylazepan-3-yl]-4H-pyrido[4,3-d]pyrimidin-2-one